6-(4'-chloro-[1,1'-biphenyl]-2-carbonyl)-3,6-diazabicyclo[3.1.1]heptane ClC1=CC=C(C=C1)C=1C(=CC=CC1)C(=O)N1C2CNCC1C2